N1(CCCCCC1)CC1=CC=C(C=C1)CC#CC1=C2C(N(C(=NC2=CC=C1)C)C1C(NC(CC1)=O)=O)=O 3-(5-(3-(4-(azepan-1-ylmethyl)phenyl)prop-1-yn-1-yl)-2-methyl-4-oxoquinazolin-3(4H)-yl)piperidine-2,6-dione